tert-Butyl (S)-3-bromo-1,2-difluoro-14-oxo-7,8,8a,9,11,12-hexahydro-10H,14H-pyrazino[1',2':5,6][1,5]diazocino[3,2,1-hi]indazole-10-carboxylate BrC1=C2C=NN3C2=C(C(=C1F)F)C(N1[C@@H](CC3)CN(CC1)C(=O)OC(C)(C)C)=O